O([C@H]1[C@H](O)[C@@H](O)[C@@H](O)[C@H](O1)CO)[C@H]1[C@H](O)[C@H](O)[C@@H](O)[C@@H](O1)C α-rhamnopyranosyl-(1-6) β-galactopyranoside